CC(C(=O)N1CCN(CC1)S(=O)(=O)C1=CC=C(C(=O)O)C=C1)(CCCOC1=CC=C(C=C1)S(=O)(=O)C)C 4-((4-(2,2-dimethyl-5-(4-(methylsulfonyl)phenoxy)pentanoyl)piperazin-1-yl)sulfonyl)benzoic acid